C(#N)C=1C(=C(C(=NC1CC(C)C)CCC1=CC=C(C=C1)F)C(=O)OCC)O ethyl 5-cyano-2-[2-(4-fluorophenyl)ethyl]-4-hydroxy-6-isobutyl-pyridine-3-carboxylate